BrNC(CCC(=O)N)=O N-bromosuccinic diamide